1-[rac-(1R,3S)-3-(trifluoro-methyl)cyclohexyl]-3-[[2-(2,2,2-trifluoroethyl)pyridin-4-yl]methyl]urea FC([C@@H]1C[C@@H](CCC1)NC(=O)NCC1=CC(=NC=C1)CC(F)(F)F)(F)F |r|